C(OC1=CC=CC2=CC3=CC=CC=C3C=C12)(OC1=CC=CC2=CC3=CC=CC=C3C=C12)=O dianthryl carbonate